N(=C=O)CC1CC(CC(C1)CN=C=O)CN=C=O 1,3,5-tris(isocyanatomethyl)cyclohexane